N-(3-((7-(bis(2-hydroxyethyl)amino)pyrimido[4,5-d]pyrimidin-4-yl)amino)-4-methylphenyl)-3-(trifluoromethyl)benzamide OCCN(C1=NC=C2C(=N1)N=CN=C2NC=2C=C(C=CC2C)NC(C2=CC(=CC=C2)C(F)(F)F)=O)CCO